N-[1-[6-[(cyclobutylmethylamino)methyl]imidazo[1,2-a]pyridin-2-yl]propyl]-5-pyrrolidine-1-yl-pyridine-3-carboxamide C1(CCC1)CNCC=1C=CC=2N(C1)C=C(N2)C(CC)NC(=O)C=2C=NC=C(C2)N2CCCC2